N-(2-(1-cyclopropyl-2-hydroxy-2-methylpropyl)-3-oxoisoindolin-4-yl)benzo[d]thiazole-7-carboxamide C1(CC1)C(C(C)(C)O)N1CC2=CC=CC(=C2C1=O)NC(=O)C1=CC=CC=2N=CSC21